C(C)(SCCCC\C=C/C\C=C/C\C=C/C\C=C/C\C=C/CC)=O S-(5Z,8Z,11Z,14Z,17Z)-icosa-5,8,11,14,17-pentaenyl Ethanethioate